C(C)(C)(C)OC(=O)NC1(CC2=CC(=CC=C2CC1)OC=1C=C2C=CC=NC2=CC1)C(=O)O 2-((tert-butoxycarbonyl)amino)-7-(quinolin-6-yloxy)-1,2,3,4-tetrahydronaphthalene-2-carboxylic acid